FC1=CC=C(C=C1)[C@@H]1N(CCC2=CC=CC=C12)C(=O)OC1[C@H]2COC[C@@H]1CN(C2)C (1R,5S,9s)-7-methyl-3-oxa-7-azabicyclo[3.3.1]nonan-9-yl (S)-1-(4-fluorophenyl)-3,4-dihydroisoquinoline-2(1H)-carboxylate